2-oxabicyclo[2.2.2]octa-1(6),4,7-trien-5-ol C=12OCC(=C(C1)O)C=C2